FC1=C(C(=C(C(=C1[B-](C1=C(C(=C(C(=C1F)F)F)F)F)(C1=C(C(=C(C(=C1F)F)F)F)F)C1=C(C(=C(C(=C1F)F)F)F)F)F)F)F)F.C(CCCCCCCCCCCCC)[NH+](C)C tetradecyldi(methyl)ammonium tetra(pentafluorophenyl)borate